(Z)-1-(4-amino-2-fluoro-but-2-en-1-yl)-2-methyl-4-(4-(methylsulfonyl)phenyl)-1H-benzo[d]imidazole-6-carboxylic acid methyl ester hydrochloride Cl.COC(=O)C=1C=C(C2=C(N(C(=N2)C)C/C(=C/CN)/F)C1)C1=CC=C(C=C1)S(=O)(=O)C